butyldisilyl-chlorosilane C(CCC)[Si](Cl)([SiH3])[SiH3]